COC(CNC1=NOC2=C(C1=O)C=CC=C2)=O (4-oxo-4H-benzo[e][1,2]oxazin-3-yl)glycine methyl ester